tert-butyl (1S,5S,6S)-3-(2,7-dichloro-8-fluoro-pyrido[4,3-d]pyrimidin-4-yl)-6-ethoxy-3,8-diazabicyclo[3.2.1]octane-8-carboxylate ClC=1N=C(C2=C(N1)C(=C(N=C2)Cl)F)N2C[C@@H]1C[C@@H]([C@H](C2)N1C(=O)OC(C)(C)C)OCC